4-methyl-4-{5-[1-(trifluoromethyl)cyclopropyl]-1,2,4-oxadiazol-3-yl}piperidine hydrochloride Cl.CC1(CCNCC1)C1=NOC(=N1)C1(CC1)C(F)(F)F